1,3-bistrishydroxymethylmethylaminopropane OC(C(CCC(O)(O)O)NC)(O)O